CN1CCC(CC1)COC1=CC=C(C=C1)C=1C=C(C(NC1C(F)(F)F)=O)C(=O)N 5-(4-((1-methylpiperidin-4-yl)methoxy)phenyl)-2-oxo-6-(trifluoromethyl)-1,2-dihydropyridine-3-carboxamide